2-(4-methoxyphenyl)-5-oxo-11,11a-dihydro-1H-benzo[e]pyrrolo[1,2-a][1,4]diazepine-10(5H)-carboxylic acid allyl ester C(C=C)OC(=O)N1CC2N(C(C3=C1C=CC=C3)=O)C=C(C2)C2=CC=C(C=C2)OC